FC=1C=2N(C=CC1)C(=CN2)C(=O)C2=CC=CC=C2 (8-fluoroimidazo[1,2-a]pyridin-3-yl)(phenyl)methanone